OCCOC1C(C)O1 hydroxyethoxy-propylene oxide